C(C)(=O)C1=NN(C2=CC=C(C=C12)C=1C=NC=2N(C1)N=C(C2)C(F)(F)F)CC(=O)OC(C)(C)C tert-Butyl 2-(3-acetyl-5-(2-(trifluoromethyl)pyrazolo[1,5-a]pyrimidin-6-yl)-1H-indazol-1-yl)acetate